BrC(C(Cl)Br)Cl 1,2-dibromo-1,2-dichloroethane